1,3-dipropylcyclohexane C(CC)C1CC(CCC1)CCC